N1CCC(CC1)C=1C(N(C2=CC=CC=C2N1)CC1=NC=CN=C1C(F)(F)F)=O 3-(piperidin-4-yl)-1-((3-(trifluoromethyl)pyrazin-2-yl)methyl)quinoxalin-2(1H)-one